((S)-2-cyano-1-(4-(ethylsulfonyl)phenyl)ethyl)-2-((2S,5R)-2-((difluoromethoxy)methyl)-5-(4-(trifluoromethyl)phenyl)piperidin-1-yl)thiazole-5-carboxamide C(#N)C[C@@H](C1=CC=C(C=C1)S(=O)(=O)CC)C=1N=C(SC1C(=O)N)N1[C@@H](CC[C@@H](C1)C1=CC=C(C=C1)C(F)(F)F)COC(F)F